2-oxoethyl phosphate magnesium salt [Mg+2].P(=O)(OCC=O)([O-])[O-]